N1N=C(C=C1)OCC(=O)C1=CC=CC=C1 2-pyrazolyloxy-1-phenylethan-1-one